BrCS(=O)(=O)[O-] bromo-mesylate